4-(1-oxo-1,2,3,4-tetrahydroisoquinolin-7-yl)-N-(pyridin-4-ylmethyl)-benzenesulfonamide O=C1NCCC2=CC=C(C=C12)C1=CC=C(C=C1)S(=O)(=O)NCC1=CC=NC=C1